ClC1=CC=CC=C1 1-chlorobenzol